1-(4-benzimidazol-1-yl-phenyl)-3-(5-cyclopropyl-2H-pyrazol-3-yl)-urea N1(C=NC2=C1C=CC=C2)C2=CC=C(C=C2)NC(=O)NC=2NN=C(C2)C2CC2